methyl 6-(1-(N-(2-methoxy-2-oxoethyl)-4-methylphenylsulfonylamino) propane-2-yl)-[2,3']bipyridyl-5-carboxylate COC(CN(CC(C)C1=C(C=CC(=N1)C=1C=NC=CC1)C(=O)OC)S(=O)(=O)C1=CC=C(C=C1)C)=O